C(C1=CC=CC=C1)N(CCNC)C N1-benzyl-N1,N2-dimethylethane-1,2-diamine